Cl.NCCCNC(C1=CC=C(C=C1)N[C@@H]1C[C@@H](N(C2=CC=CC=C12)C(CC)=O)C)=O N-(3-aminopropyl)-4-{[(2s,4r)-2-methyl-1-propionyl-1,2,3,4-tetrahydroquinolin-4-yl]amino}benzamide hydrochloride